FC=1C=C(C=C(C1)C1=NC=NC(=C1)OC)O 3-fluoro-5-(6-methoxypyrimidin-4-yl)phenol